5-((3-(2-(dimethylamino)ethyl)-1H-indol-7-yl)oxy)-5-oxopentanoic acid CN(CCC1=CNC2=C(C=CC=C12)OC(CCCC(=O)O)=O)C